1-propyl alcohol C(CC)O